ethyl 3-(5-chloro-2-iodo-1H-pyrrolo[3,2-b]pyridin-3-yl)-2-methylpropanoate ClC1=CC=C2C(=N1)C(=C(N2)I)CC(C(=O)OCC)C